NC1C[C@@H]([C@@](CC1)(O)C(F)(F)F)O (1R,2S)-4-amino-1-(trifluoromethyl)cyclohexane-1,2-diol